OCCCN1C(C(NC2=CC(=CC=C12)C(F)(F)F)=O)=O 1-(3-hydroxypropyl)-6-(trifluoromethyl)quinoxaline-2,3(1h,4h)-dione